2-(6-(((1R,3s,5S)-1,5-dimethyl-8-azabicyclo[3.2.1]octan-3-yl)(methyl)amino)pyridazin-3-yl)-3-fluoro-5-(1,2,3-triazin-5-yl)phenol C[C@]12CC(C[C@](CC1)(N2)C)N(C2=CC=C(N=N2)C2=C(C=C(C=C2F)C=2C=NN=NC2)O)C